C(#N)C=1C=C(C=NC1)C(C(=O)O)(C)C 2-(5-cyanopyridin-3-yl)-2-methylpropanoic acid